COC(=O)C1=CC=C2C(=N1)N(C(=N2)CN2CCC=1C=CC(=NC1C2)OCC2=CC=CC=C2)C[C@H]2OCC2 (S)-2-((2-(benzyloxy)-5,8-dihydro-1,7-naphthyridin-7(6H)-yl)methyl)-3-(oxetan-2-ylmethyl)-3H-imidazo[4,5-b]pyridine-5-carboxylic acid methyl ester